C1=CC=C2C=CC3=CC=CC4=CC=C1C2=C34.N3=CNC4=C3C=CC=C4.N4=CNC3=C4C=CC=C3 bisbenzimidazole pyrene salt